N1-((3-((5r,8r)-3,3-dimethyl-1-oxaspiro[4.5]decan-8-yl)-5,5-difluoro-5,6-dihydro-4H-pyrrolo[1,2-b]pyrazol-2-yl)methyl)-N2-methylethane-1,2-diamine CC1(COC2(C1)CCC(CC2)C2=C1N(N=C2CNCCNC)CC(C1)(F)F)C